2,2,3-trideuterio-3-(trideuteriomethyl)oxirane [2H]C1(OC1(C([2H])([2H])[2H])[2H])[2H]